tert-butyl 8-(((benzyloxy) carbonyl) amino)-5-azaspiro[2.5]octane-5-carboxylate C(C1=CC=CC=C1)OC(=O)NC1CCN(CC12CC2)C(=O)OC(C)(C)C